CN(C=1C=C2C=CN(C2=C(C1)C(=O)NCC1=CC=C(C(=O)O)C=C1)CC1=CC=C(C=C1)C(F)(F)F)C1=CC=CC=C1 4-((5-(methyl-(phenyl)amino)-1-(4-(trifluoromethyl)benzyl)-1H-indole-7-carboxamido)methyl)benzoic acid